sec-butylpropyldisulfide C(C)(CC)SSCCC